OCCCCN(CCCCCCCC(=O)OCCC(CCCCC)CCCCC)CCCCCCCC(=O)OCCC(CCCCC)CCCCC bis(3-pentyloctyl) 8,8'-((4-hydroxybutyl)azanediyl)dioctanoate